N,N-dihydroxyethyl-p-toluamide hydrochloride Cl.ON(C(=O)C1=CC(=C(C=C1)C)CC)O